CC1(C2C3C4C=CC(C3C(C1)C2)C4)C(=O)OC 8-methyl-8-methoxycarbonyl-tetracyclo[4.4.0.12,5.17,10]-dodeca-3-ene